ClC=1C(=NC(=NC1)NC=1C=CC2=C(COB2O)C1)NC1CCCCC1 5-chloro-N4-cyclohexyl-N2-(1-hydroxy-3H-2,1-benzoxaborole-5-yl)pyrimidine-2,4-diamine